[V].[Nb].[Mn] manganese niobium vanadium